C(CCCCCCC\C=C/CCCC)(=O)O myristoleic acid